2-chloro-6-iodopyridine ClC1=NC(=CC=C1)I